(tetrahydro-2H-pyran-4-yl)piperazin-2-one O1CCC(CC1)N1C(CNCC1)=O